C1(CC1)C1=CC=NC=2N1N=C(C2C2=NC=C(N=C2)OCC(C(F)(F)F)(F)F)SCC 7-cyclopropyl-2-(ethylthio)-3-(5-(2,2,3,3,3-pentafluoropropoxy)pyrazin-2-yl)pyrazolo[1,5-a]pyrimidine